N1=C(C=CC=C1)C1=NN2C=NC3=C(C2=N1)C=C(N3)C(=O)O 2-(pyridin-2-yl)-7H-pyrrolo[3,2-e][1,2,4]Triazolo[1,5-c]Pyrimidine-8-carboxylic acid